3-tert-butyl-1-cyclohexyl-1-[6-[(2R,3R,4R,5S)-3,4,5-trihydroxy-2-(hydroxymethyl)piperidin-1-yl]hexyl]urea C(C)(C)(C)NC(N(CCCCCCN1[C@@H]([C@H]([C@@H]([C@H](C1)O)O)O)CO)C1CCCCC1)=O